C[C@@H]1CN(C[C@@H](O1)C)C1=NN(C=2C=CC=C(C12)C1=C(C=C2C=NN(C2=C1)C)F)CC(=O)OCC ethyl 2-{3-[(2R,6S)-2,6-dimethylmorpholin-4-yl]-5'-fluoro-1'-methyl-[4,6'-biindazol]-1-yl}acetate